6-bromo-1-deuterio-isoquinolin-3-amine BrC=1C=C2C=C(N=C(C2=CC1)[2H])N